FC(OC1=CC=C(C=N1)NC(=O)C=1C(N(C=CC1)C1=C(C=C(C=C1)F)OC)=O)F N-[6-(difluoromethoxy)pyridin-3-yl]-1-(4-fluoro-2-methoxyphenyl)-2-oxo-1,2-dihydropyridine-3-carboxamide